(S)-N-((4-(2-(6-Methylimidazo[1,2-a]pyrazin-3-yl)pyrimidin-4-yl)morpholin-2-yl)methyl)methanesulfonamide CC=1N=CC=2N(C1)C(=CN2)C2=NC=CC(=N2)N2C[C@H](OCC2)CNS(=O)(=O)C